2-methyl-5-phenyl-pentan CC(C)CCCC1=CC=CC=C1